methyl-N'-phenyl-2-(trifluoromethyl)benzoyl-hydrazine CN(NC1=CC=CC=C1)C(C1=C(C=CC=C1)C(F)(F)F)=O